C(CC(O)(C(=O)O)CC(=O)O)(=O)O.C(C1=CN=CC=C1)#N nicotinonitrile citrate